2-Methyl-2,4-pentanedicarboxylic acid CC(C)(CC(C)C(=O)O)C(=O)O